1,3,5-tris(4-(N,N-diglycidylamino)aminophenoxy)benzene C(C1CO1)N(CC1CO1)NC1=CC=C(OC2=CC(=CC(=C2)OC2=CC=C(C=C2)NN(CC2CO2)CC2CO2)OC2=CC=C(C=C2)NN(CC2CO2)CC2CO2)C=C1